NCC(COC1=C2C(N(C(C2=CC=C1)=O)C1CC1)=O)=CF (2-(aminomethyl)-3-fluoroallyloxy)-2-cyclopropylisoindoline-1,3-dione